C(CCCCCCC\C=C/C=C/C=C/CCCC)O α-eleostearyl alcohol